O=C1NC(CCC1N1C(C2=CC=C(C=C2C1=O)N1CCC(CC1)CN1C[C@H](CC1)CN1[C@H](CNCC1)C)=O)=O 2-(2,6-dioxo-3-piperidyl)-5-[4-[[(3S)-3-[[(2S)-2-methylpiperazin-1-yl]methyl]pyrrolidin-1-yl]methyl]-1-piperidyl]isoindoline-1,3-dione